Tris(4,7-diphenyl-1,10-phenanthroline) ruthenium [Ru].C1(=CC=CC=C1)C1=CC=NC2=C3N=CC=C(C3=CC=C12)C1=CC=CC=C1.C1(=CC=CC=C1)C1=CC=NC2=C3N=CC=C(C3=CC=C12)C1=CC=CC=C1.C1(=CC=CC=C1)C1=CC=NC2=C3N=CC=C(C3=CC=C12)C1=CC=CC=C1